CC1=CC=C(C=C1)C(C=CC=1C=C(C=CC1)C=CC(=O)O)=O 3-[3-[3-(4-Methylphenyl)-3-oxoprop-1-enyl]phenyl]prop-2-enoic acid